tert-butyl (S)-(2-((5-(2-(2-aminopyridin-3-yl)-5-(1H-pyrazol-1-yl)-3H-imidazo[4,5-b]pyridin-3-yl)-2,3-dihydro-1H-inden-1-yl)amino)-2-oxoethyl)(methyl)carbamate NC1=NC=CC=C1C1=NC=2C(=NC(=CC2)N2N=CC=C2)N1C=1C=C2CC[C@@H](C2=CC1)NC(CN(C(OC(C)(C)C)=O)C)=O